N-(Ethoxymethyl)acrylamid C(C)OCNC(C=C)=O